2-(4-amino-2-((5-(3-(aminomethyl)phenyl)benzofuran-3-yl)methoxy)phenyl)acetic acid NC1=CC(=C(C=C1)CC(=O)O)OCC1=COC2=C1C=C(C=C2)C2=CC(=CC=C2)CN